1-(2,1,3-benzothiadiazol-4-yl)ethan-1-one N=1SN=C2C1C=CC=C2C(C)=O